((1s,3s)-3-Hydroxy-3-methylcyclobutyl)(7-(1-methyl-1H-indazol-5-yl)-2-azaspiro[3.5]nonan-2-yl)methanon OC1(CC(C1)C(=O)N1CC2(C1)CCC(CC2)C=2C=C1C=NN(C1=CC2)C)C